tert-butyl (2S)-2-[(methylamino)methyl]pyrrolidine-1-carboxylate CNC[C@H]1N(CCC1)C(=O)OC(C)(C)C